isopropyl ((S)-(perfluorophenoxy)(phenoxy) phosphoryl)-L-alaninate FC1=C(O[P@@](=O)(OC2=CC=CC=C2)N[C@@H](C)C(=O)OC(C)C)C(=C(C(=C1F)F)F)F